CN(C(C1=C(C=CC(=C1)C)C)=S)CC1=CC(=CC=C1)C(F)(F)F N,2,5-trimethyl-N-(3-(trifluoromethyl)benzyl)benzothiamide